Ethyl (E)-3-hydroxy-2-(1-oxo-3-(5-phenylpyridin-2-yl)-1H-isochromen-4-yl)but-2-enoate O/C(=C(/C(=O)OCC)\C1=C(OC(C2=CC=CC=C12)=O)C1=NC=C(C=C1)C1=CC=CC=C1)/C